C(CCC)C1=C(C=CC=C1)N1/C(/SCC1=O)=N/C(=O)NCOC1=CC=C(C=C1)C1=NN(C=N1)C1=CC=C(C=C1)OC(F)(F)F (Z)-1-(3-(2-butylphenyl)-4-oxothiazolidin-2-ylidene)-3-((4-(1-(4-(trifluoromethoxy)phenyl)-1H-1,2,4-triazol-3-yl)phenoxy)methyl)urea